4-(2-amino-3-(1-(3-methoxy-4-((6-(trifluoromethyl)pyridin-3-yl)methoxy)phenyl)ethyl)-3H-imidazo[4,5-b]pyridin-6-yl)but-3-yn-1-ol NC1=NC=2C(=NC=C(C2)C#CCCO)N1C(C)C1=CC(=C(C=C1)OCC=1C=NC(=CC1)C(F)(F)F)OC